[NH4+].[N+](=O)([O-])[O-].[NH4+].FC1=C(C(=C(C(=C1[B-](C1=C(C(=C(C(=C1F)F)F)F)F)(C1=C(C(=C(C(=C1F)F)F)F)F)C1=C(C(=C(C(=C1F)F)F)F)F)F)F)F)F.C[NH+](C1=CC=CC=C1)C N,N-Dimethylanilinium Tetrakis(pentafluorophenyl)borate ammonium nitrate ammonium salt